4-chloro-7,7-difluoro-2-(methylthio)-6,7-dihydro-5H-cyclopenta[d]pyrimidine tert-butyl-(3-(4-(4,4,5,5-tetramethyl-1,3,2-dioxaborolan-2-yl)phenyl)oxetan-3-yl)carbamate C(C)(C)(C)N(C(O)=O)C1(COC1)C1=CC=C(C=C1)B1OC(C(O1)(C)C)(C)C.ClC=1C2=C(N=C(N1)SC)C(CC2)(F)F